oxalic acid Cobalt [Co].C(C(=O)O)(=O)O